ClC1=CC(=NC=N1)NC(=O)[C@@H]1[C@H](C1)C1=NC=CC(=N1)C (1S,2S)-N-(6-chloropyrimidin-4-yl)-2-(4-methylpyrimidin-2-yl)cyclopropane-1-carboxamide